ClC=1C=CC(=C(C1)CC(=O)NC1=CCN(C=C1)C1(CCCCC1)C#C)O 4-[[2-(5-Chloro-2-hydroxyphenyl)acetyl]amino]-N-(1-ethynylcyclohexyl)pyridin